N=1C=CN2C1C=CC(=C2)C=2C=CN1N=C(N=CC12)NC1CCC(CC1)(O)C trans-4-((5-(Imidazo[1,2-a]pyridin-6-yl)pyrrolo[2,1-f][1,2,4]triazin-2-yl)amino)-1-methylcyclohexan-1-ol